di-n-propyl (2-ethylbutylidene)malonate C(C)C(C=C(C(=O)OCCC)C(=O)OCCC)CC